2,6-dimethylpyridin-4-ol tert-butyl-(2R,4R)-4-hydroxy-2-methylpyrrolidine-1-carboxylate C(C)(C)(C)[C@@]1(N(C[C@@H](C1)O)C(=O)OC1=CC(=NC(=C1)C)C)C